C(#N)C1=NC=CC(=C1)NC(=O)C=1C(=CC(=C(C1)NC(=O)C1=CN=C(S1)C)C)F N-[5-[(2-Cyanopyridin-4-yl)carbamoyl]-4-fluoro-2-methylphenyl]-2-methyl-1,3-thiazole-5-carboxamide